N-t-butyloxy[(2S)-pyrrolidin-2-yl]methanol C(C)(C)(C)ON1[C@@H](CCC1)CO